N-(biphenyl-4-yl)-N-[4-(9-phenyl-9H-carbazol-3-yl)phenyl]-9,9-diphenyl-9H-fluoren-4-amine C1(=CC=C(C=C1)N(C1=CC=CC=2C(C3=CC=CC=C3C12)(C1=CC=CC=C1)C1=CC=CC=C1)C1=CC=C(C=C1)C=1C=CC=2N(C3=CC=CC=C3C2C1)C1=CC=CC=C1)C1=CC=CC=C1